N-(2-(4-fluoro-1H-pyrazol-3-yl)propan-2-yl)propanamide FC=1C(=NNC1)C(C)(C)NC(CC)=O